N[C@@H](CS(=O)(=O)C1=C(C(=C(C=C1)C1=CC=CC=2NC(=NC21)C(=O)[O-])C=2N=NNN2)S(N)(=O)=O)C.[NH4+] Ammonium (R)-4-(4-((2-aminopropyl)sulfonyl)-3-sulfamoyl-2-(2H-tetrazol-5-yl) phenyl)-1H-benzo[d]imidazole-2-carboxylate